The molecule is a member of the class of sulfamic acids that is sulfamic acid in which one of the amino hydrogens has been replaced by a (3Z)-dec-3-en-1-yl group. It has a role as a kairomone and a Daphnia pulex metabolite. It is a conjugate acid of a (3Z)-dec-3-en-1-ylsulfamate. CCCCCC/C=C\\CCNS(=O)(=O)O